OCCN1C(N(C(C1(C)C)=O)CCO)=O 1,3-bis(2-Hydroxyethyl)-5,5-dimethyl-2,4-imidazolidindion